C(C)(C)(C)OC(=O)NC1CC(CCC1)C(=O)O 3-((tert-Butoxycarbonyl)amino)cyclohexanecarboxylic acid